3-phenyl-1,2,4,5-tetrazine-1,2,4,5-15N4 C1(=CC=CC=C1)C=1[15N]=[15N]C=[15N][15N]1